tert-butyl N-[6,7-dichloro-3-(1-tetrahydropyran-2-ylpyrazol-4-yl)-1H-indol-4-yl]-N-(2-trimethyl silyl ethoxymethyl)carbamate ClC1=CC(=C2C(=CNC2=C1Cl)C=1C=NN(C1)C1OCCCC1)N(C(OC(C)(C)C)=O)COCC[Si](C)(C)C